(1S,2R)-2-hydroxycyclopentylamine O[C@H]1[C@H](CCC1)N